C(C)OC(=O)C=1C=C2N=C3C=CC=CC3=CN2CC1 pyrido[2,1-b]quinazoline-7-carboxylic acid ethyl ester